ClC1=C(C=CC(=C1)Cl)C=1CCCC2=C(C1C1=CC=C(CC3CN(CC3)C(=O)OC(C)(C)C)C=C1)C=CC(=C2)C(=O)OC tert-butyl 3-(4-(8-(2,4-dichlorophenyl)-3-(methoxycarbonyl)-6,7-dihydro-5H-benzo[7]annulen-9-yl)benzyl)pyrrolidine-1-carboxylate